N-((S)-3-cyclohexyl-1-(((S)-4-(methylamino)-3,4-dioxo-1-((R)-2-oxopyrrolidin-3-yl)butan-2-yl)amino)-1-oxopropan-2-yl)-9-hydroxy-9H-fluorene-9-carboxamide C1(CCCCC1)C[C@@H](C(=O)N[C@@H](C[C@@H]1C(NCC1)=O)C(C(=O)NC)=O)NC(=O)C1(C2=CC=CC=C2C=2C=CC=CC12)O